(1R,3S,5s,7s)-N-(3-chloropyridin-2-yl)-2-(5-(3-cyano-6-(1-methyl-1H-pyrazol-4-yl)pyrazolo[1,5-a]pyridin-4-yl)pyridin-2-yl)-2-azaadamantan-5-carboxamide ClC=1C(=NC=CC1)NC(=O)C12C[C@H]3N([C@H](CC(C1)C3)C2)C2=NC=C(C=C2)C=2C=3N(C=C(C2)C=2C=NN(C2)C)N=CC3C#N